N-[3-[2-(difluoromethoxy)-5-[3-(methylaminomethyl)phenoxy]phenyl]-1H-pyrazol-4-yl]pyrazolo[1,5-a]pyrimidine-3-carboxamide FC(OC1=C(C=C(C=C1)OC1=CC(=CC=C1)CNC)C1=NNC=C1NC(=O)C=1C=NN2C1N=CC=C2)F